OC1=C(C=CC(=C1)O)OC 2,4-dihydroxyl-anisole